tert-butyl 4-(4-(pyrrolidin-1-yl)phenyl)-5,6-dihydropyridine-1(2H)-carboxylate N1(CCCC1)C1=CC=C(C=C1)C1=CCN(CC1)C(=O)OC(C)(C)C